1-(3-(N,N'-di(tert-butoxycarbonyl)guanidino)propyl)-7-isobutyl-N-(naphthalen-1-ylmethyl)octahydro-3aH-3,6-methanopyrrolo[3,2-b]pyridine-3a-carboxamide C(C)(C)(C)OC(=O)N(C(=NC(=O)OC(C)(C)C)N)CCCN1CC2C3(NCC(C(C31)CC(C)C)C2)C(=O)NCC2=CC=CC3=CC=CC=C23